C(N)(=O)C=1C=C(CNC(=O)C=2C=CC3=C(N(C(=N3)C=3C=C4C=CN=CC4=CC3)[C@H]3C[C@@H](CC3)C(NC)=O)C2)C=CC1 N-(3-carbamoylbenzyl)-2-(isoquinolin-6-yl)-1-((1R,3R)-3-(methylcarbamoyl)cyclopentyl)-1H-benzo[d]imidazole-6-carboxamide